C1(=CC=CC=C1)[SiH](C1=CC=CC=C1)C1=CC=CC1 diphenylsilyl(cyclopentadiene)